C(CC)OC(=O)C=1SC(=C(C1CC)C(=O)OCCC)N 5-amino-3-ethyl-2,4-thiophenedicarboxylic acid dipropyl ester